CN1C(C2=C(C=CC=C2C1)NC1=NC(=NC=C1C(F)(F)F)SC)=O 2-methyl-7-((2-(methylsulfanyl)-5-(trifluoromethyl)pyrimidin-4-yl)amino)isoindolin-1-one